O=C1N(CCC(N1)=O)C=1C=C(C(=NC1)F)CN1CCC(CC1)N1N=C2C=C(C(=CC2=C1)NC(C1=CN=C(C=C1)C(F)(F)F)=O)C(C)(C)O N-(2-(1-((5-(2,4-dioxotetrahydropyrimidin-1(2H)-yl)-2-fluoropyridin-3-yl)methyl)piperidin-4-yl)-6-(2-hydroxypropan-2-yl)-2H-indazol-5-yl)-6-(trifluoromethyl)nicotinamide